glyoxal hydrate O.C(=O)C=O